2-(3-(2-ethoxyvinyl)-4-methyl-6-oxopyridazin-1(6H)-yl)-4-methylpentanoic acid methyl ester COC(C(CC(C)C)N1N=C(C(=CC1=O)C)C=COCC)=O